Cl.ClC=1C=C2C(=CC(=NC2=CC1)C(F)(F)F)N[C@@H]1C[C@@H](CCC1)N (1S,3R)-N1-(6-chloro-2-(trifluoromethyl)quinolin-4-yl)cyclohexane-1,3-diamine hydrochloride